C(C)(=O)N[C@H](COCC1=CC=CC=C1)C(=O)NC1CCC(CC1)NC(C(=CC1=CC=C(C=C1)O)C#N)=O N-(4-(N-acetyl-O-benzyl-D-seryl)aminocyclohexyl)-α-cyano-3-(4-hydroxyphenyl)acrylamide